FC1=C(OCC(=O)OCC)C=C(C(=C1)CC1=CC(=C(C=C1)O)C(C)C)C(F)(F)F ethyl 2-(2-fluoro-4-(4-hydroxy-3-isopropylbenzyl)-5-(trifluoromethyl)phenoxy)acetate